CN1N=CC2=CC=C(C=C12)C=1C2=C(NN1)C1=C(C2)SC(=C1)C1=CC=C(CN2CCC(CC2)N2CCOCC2)C=C1 4-(1-(4-(3-(1-Methyl-1H-indazol-6-yl)-1,4-dihydrothieno[2',3':4,5]cyclopenta[1,2-c]pyrazol-6-yl)benzyl)piperidin-4-yl)morpholine